[Li+].C(C1=CC=CC=C1)(=O)[O-] benzoic acid lithium salt